6-amino-4-fluoro-1-(3-hydroxy-3-methylbutyl)-3-methyl-1,3-dihydro-2H-benzo[d]imidazol-2-one NC=1C=C(C2=C(N(C(N2C)=O)CCC(C)(C)O)C1)F